BrC1=C(C=C(C=C1)CBr)CC(=O)OC methyl 2-(2-bromo-5-(bromomethyl)phenyl)acetate